N-{[4-(difluoromethoxy)phenyl]methyl}-6-methyl-4-[(1-methylcyclopropyl)amino]furo[2,3-d]pyrimidine-5-carboxamide FC(OC1=CC=C(C=C1)CNC(=O)C1=C(OC=2N=CN=C(C21)NC2(CC2)C)C)F